N-(1-cyanocyclopropyl)-4-(3,3-difluoropropoxy)-2-methylquinazoline-6-sulfonamide C(#N)C1(CC1)NS(=O)(=O)C=1C=C2C(=NC(=NC2=CC1)C)OCCC(F)F